N1C[C@@H](CCC1)NC(=O)OC(C)(C)C N-((3R)-(3-piperidyl))(tert-butoxy)carboxamide